4-amino-6-ethoxy-7-(1-methylcyclopropyl)-7H-pyrrolo[2,3-d]pyrimidine-5-carboxylic acid NC=1C2=C(N=CN1)N(C(=C2C(=O)O)OCC)C2(CC2)C